2-(4-(((5-fluoro-6-(3-(2-fluoro-4-(trifluoromethyl)phenyl)morpholino)pyrimidin-4-yl)amino)methyl)-3-hydroxypiperidin-1-yl)acetamide FC=1C(=NC=NC1N1C(COCC1)C1=C(C=C(C=C1)C(F)(F)F)F)NCC1C(CN(CC1)CC(=O)N)O